1-Ethyl-8-((tetrahydro-2H-pyran-4-yl)methyl)-3-(p-tolyl)-2-thia-1,3,8-triazaspiro[4.5]decan-4-one 2,2-dioxide C(C)N1S(N(C(C12CCN(CC2)CC2CCOCC2)=O)C2=CC=C(C=C2)C)(=O)=O